sec-butyl((5-(4-fluorophenyl)-6-isopropyl-1H-pyrazolo[4,3-g]isoquinolin-8-yl)imino)(methyl)-λ6-sulfanone C(C)(CC)S(=O)(C)=NC1=NC(=C(C2=CC3=C(C=C12)NN=C3)C3=CC=C(C=C3)F)C(C)C